C(N)(=O)C1=CC(=NN1C(C(=O)C1=C(C2=C(OCCO2)C=C1)F)F)C(=O)OC Methyl 5-carbamoyl-1-[1-fluoro-2-(5-fluoro-2,3-dihydro-1,4-benzodioxin-6-yl)-2-oxoethyl]-1H-pyrazole-3-carboxylate